N-[4-[4-amino-7-[1-(2-hydroxyethyl)-1H-pyrazol-4-yl]thieno[3,2-c]pyridin-3-yl]phenyl]N'-(3-fluorophenyl)urea NC1=NC=C(C2=C1C(=CS2)C2=CC=C(C=C2)NC(=O)NC2=CC(=CC=C2)F)C=2C=NN(C2)CCO